bis-[4-(2,3-dihydroxypropoxy)phenyl]sulfide OC(COC1=CC=C(C=C1)SC1=CC=C(C=C1)OCC(CO)O)CO